2'-(5-Phenyl-1H-imidazol-2-yl)-N-(tetrahydro-2H-pyran-4-yl)-3,4'-bipyridin C1(=CC=CC=C1)C1=CN=C(N1)C1=NC=CC(=C1)C=1CN(C=CC1)C1CCOCC1